2-(3-(Hydroxymethyl)-4-(1-methyl-5-(5-(morpholine-4-carbonyl)pyridin-2-ylamino)-6-oxo-1,6-dihydropyridin-3-yl)pyridin-2-yl)-3,4,6,7,8,9-hexahydropyrazino[1,2-a]indol-1(2H)-one OCC=1C(=NC=CC1C1=CN(C(C(=C1)NC1=NC=C(C=C1)C(=O)N1CCOCC1)=O)C)N1C(C=2N(C=3CCCCC3C2)CC1)=O